2-(pyridin-4-yl)acetohydrazide N1=CC=C(C=C1)CC(=O)NN